1-(6-(benzo[d][1,2,3]thiadiazol-5-ylmethoxy)-4-(piperidine-1-carbonyl)quinoline-2-carbonyl)-4-(1H-pyrazol-1-yl)piperidine-4-carbonitrile S1N=NC2=C1C=CC(=C2)COC=2C=C1C(=CC(=NC1=CC2)C(=O)N2CCC(CC2)(C#N)N2N=CC=C2)C(=O)N2CCCCC2